BrC=1N=C(C=2N(C1)C=CN2)NC2=CC(=C(C=C2)OC)OC 6-bromo-N-(3,4-dimethoxyphenyl)imidazo[1,2-a]pyrazin-8-amine